5-(4-(Hexyloxy)-1,2,5-thiadiazol-3-yl)-1-methyl-1-(1-(tridecanoyloxy)propyl)-1,2,3,6-tetrahydropyridin-1-ium iodide [I-].C(CCCCC)OC=1C(=NSN1)C1=CCC[N+](C1)(C(CC)OC(CCCCCCCCCCCC)=O)C